[F-].[F-].[F-].[F-].[F-].C(C)N(CC)CC triethylamine pentafluoride salt